N-(3-{2-[(6-methoxy-1,2,3,4-tetrahydroisoquinolin-7-yl)amino]quinazolin-7-yl}-4-methylphenyl)acetamide COC=1C=C2CCNCC2=CC1NC1=NC2=CC(=CC=C2C=N1)C=1C=C(C=CC1C)NC(C)=O